BrC=1C=C(C=NC1)C(=O)N1CCN(CC1)C1C=2C=CC=CC2CCC=2C=CC=CC12 (5-bromo-3-pyridyl)-[4-(2-tricyclo[9.4.0.03,8]pentadeca-1(11),3(8),4,6,12,14-hexaenyl)piperazin-1-yl]methanone